The molecule is a 7-hydroxyflavonol that is kaempferide substituted by a 1,1-dimethylallyl group at position 8. It has a role as a plant metabolite. It is a 7-hydroxyflavonol, a monomethoxyflavone and a trihydroxyflavone. It derives from a kaempferide. CC(C)(C=C)C1=C(C=C(C2=C1OC(=C(C2=O)O)C3=CC=C(C=C3)OC)O)O